3-benzamido-2-fluorobenzoic acid C(C1=CC=CC=C1)(=O)NC=1C(=C(C(=O)O)C=CC1)F